vitamin C-13C O[13C]=1[C@H](OC(C1O)=O)[C@H](CO)O